BrC1=C2C(=C(N=C1)OC)NC=C2 4-bromo-7-methoxy-1H-pyrrolo[2,3-c]pyridine